(2S,4aS,9aR)-8-fluoro-2-methyl-7-(trifluoromethyl)-2,3,4,4a,9,9a-hexahydroindeno[2,1-b][1,4]oxazine hydrochloride Cl.FC=1C=2C[C@H]3O[C@H](CN[C@H]3C2C=CC1C(F)(F)F)C